CC1=CC(=NC2=C(N=CC=C12)C1=NNC=C1)N1CCOCC1 4-methyl-2-(morpholin-4-yl)-8-(1H-pyrazol-3-yl)-[1,7]naphthyridine